7-(2-Cyclopropylmethoxy-benzyl)-5-[1-(2-fluoro-6-methyl-phenyl)-piperidin-4-yl]-2-methyl-2,4,5,7-tetrahydro-pyrazolo[3,4-d]pyrimidin-6-on C1(CC1)COC1=C(CN2C(N(CC=3C2=NN(C3)C)C3CCN(CC3)C3=C(C=CC=C3C)F)=O)C=CC=C1